C1(CC1)CS(=O)(=O)C1=CC=C(C=C1)C(CO)C1=NC2=C(N1)C=C(C(=C2Cl)C2=C(C=CC=C2)C(F)(F)F)Cl 2-(4-((cyclopropylmethyl)sulfonyl)phenyl)-2-(4,6-dichloro-5-(2-(trifluoromethyl)phenyl)-1H-benzo[d]imidazol-2-yl)ethanol